DIAMINOBUTYRIC ACID CCC(C(=O)O)(N)N